O1CC(C1)CNC(CCCCCCCC(=O)OC(C)CCCCCCCC)CCCCCCCC(=O)OC(CCCCCCCC)CCCCCCCC 1-(decan-2-yl) 17-(heptadecan-9-yl) 9-((oxetan-3-ylmethyl)amino)heptadecanedioate